NC1=CC=C(C=C1)C1=CC(=NC(=N1)C=1C=NC=CC1)N1CC(CC1)O (6-(4-aminophenyl)-2-(pyridin-3-yl)pyrimidin-4-yl)pyrrolidin-3-ol